(2S,4R)-1-[(2S)-2-(4-cyclopropyltriazol-1-yl)-3,3-dimethyl-butanoyl]-N-[[3-[(3,5-dimethylpyrazol-1-yl)methyl]phenyl]methyl]-4-hydroxy-pyrrolidine-2-carboxamide C1(CC1)C=1N=NN(C1)[C@H](C(=O)N1[C@@H](C[C@H](C1)O)C(=O)NCC1=CC(=CC=C1)CN1N=C(C=C1C)C)C(C)(C)C